5-(Diaminomethylene)-1-(4-((5,5-dimethyl-2,4-dioxo-3-((2-(trimethylsilyl)ethoxy)methyl)imidazolidin-1-yl)methyl)-4-methylcyclohexyl)-3-(4-hydroxybutyl)pyrimidine-2,4,6(1H,3H,5H)-trione NC(=C1C(N(C(N(C1=O)C1CCC(CC1)(C)CN1C(N(C(C1(C)C)=O)COCC[Si](C)(C)C)=O)=O)CCCCO)=O)N